(2R,4R)-6-chloro-4-hydroxy-N-(3-{3-[cis-3-(trifluoromethoxy)cyclobutyl]-1,2-oxazol-5-yl}bicyclo[1.1.1]pent-1-yl)-3,4-dihydro-2H-1-benzopyran-2-carboxamide ClC=1C=CC2=C([C@@H](C[C@@H](O2)C(=O)NC23CC(C2)(C3)C3=CC(=NO3)[C@@H]3C[C@@H](C3)OC(F)(F)F)O)C1